ethyl 2-[1-(4-methyl-1,3-thiazol-2-yl)-1H-pyrazol-3-yl]acetate CC=1N=C(SC1)N1N=C(C=C1)CC(=O)OCC